N-(4-(methylcarbamoyl)phenyl)-3-(4-(thiophen-3-ylmethyl)-1H-pyrazol-1-yl)isonicotinamide CNC(=O)C1=CC=C(C=C1)NC(C1=C(C=NC=C1)N1N=CC(=C1)CC1=CSC=C1)=O